C(C1=CC=CC=C1)N(C)CC1C(C2(C(C3=C(C=NC=C3OC)O2)(C1O)O)C1=CC=C(C=C1)Br)C1=CC=CC=C1 6-((benzyl(methyl)amino)methyl)-7a-(4-bromophenyl)-4-methoxy-7-phenyl-5,6,7,7a-tetrahydro-4bH-cyclopenta[4,5]furo[2,3-c]pyridine-4b,5-diol